adrenaline CNCC(O)C1=CC(O)=C(O)C=C1